1-(((1-(benzo[d][1,3]dioxol-5-yl)propan-2-yl)(methyl)carbamoyl)oxy)ethyl isobutyrate C(C(C)C)(=O)OC(C)OC(N(C)C(CC1=CC2=C(OCO2)C=C1)C)=O